2-methyl-N-(1-methyl-1H-pyrazol-3-yl)-5-[(1-methyl-1H-pyrazol-5-yl)methoxy]-2H-indazole-3-carboxamide CN1N=C2C=CC(=CC2=C1C(=O)NC1=NN(C=C1)C)OCC1=CC=NN1C